fluoro-3-hydroxybutyrate FC(C(=O)[O-])C(C)O